1-[4-[2-(4-Butylphenyl)ethynyl]phenyl]-2,3,5,6-tetrafluoro-4-isothiocyanato-benzene C(CCC)C1=CC=C(C=C1)C#CC1=CC=C(C=C1)C1=C(C(=C(C(=C1F)F)N=C=S)F)F